C1(CC1)C[C@@H](C(=O)OCC1=CC(=CC=C1)C)NC(C[C@H]1N(C(CC1)=O)CC1=C(C(=CC=C1)F)F)=O 3-Methylbenzyl (S)-3-cyclopropyl-2-(2-((S)-1-(2,3-difluorobenzyl)-5-oxopyrrolidin-2-yl)acetamido)propanoate